propenyl-ethoxydimethoxysilane C(=CC)[Si](OC)(OC)OCC